C1(CCC1)C1=NC(=NC=C1)OCC1=C(N=NN1C)C1=CC=C(C(=N1)CC)N1C[C@@H](CC1)CC(=O)O 2-[(3S)-1-[6-(5-{[(4-cyclobutylpyrimidin-2-yl)oxy]methyl}-1-methyl-1H-1,2,3-triazol-4-yl)-2-ethylpyridin-3-yl]pyrrolidin-3-yl]acetic acid